5-(tert-butyl)-3-(4-methoxyphenyl)pyrazolo[1,5-a]pyrimidin-7(4H)-one C(C)(C)(C)C=1NC=2N(C(C1)=O)N=CC2C2=CC=C(C=C2)OC